Ethyl 2-(N-(5-(4-(difluoromethylene)piperidin-1-yl)-4-((7-(4,4-difluoropiperidin-1-yl)furo[2,3-c]pyridin-5-yl)carbamoyl)-2-methylphenyl)sulfamoyl)acetate FC(=C1CCN(CC1)C=1C(=CC(=C(C1)NS(=O)(=O)CC(=O)OCC)C)C(NC=1C=C2C(=C(N1)N1CCC(CC1)(F)F)OC=C2)=O)F